Dimethyl(3-((2-((5-methyl-4-(4-(4-methylpiperazin-1-yl)piperidin-1-yl)-2-(2,2,2-trifluoroethoxy)phenyl)amino)-7H-pyrrolo[2,3-d]pyrimidin-4-yl)amino)quinolin-4-yl)phosphine oxide CP(C1=C(C=NC2=CC=CC=C12)NC=1C2=C(N=C(N1)NC1=C(C=C(C(=C1)C)N1CCC(CC1)N1CCN(CC1)C)OCC(F)(F)F)NC=C2)(C)=O